1-(3-methoxypropyl)-8-(6-((1-methyl-5-oxo-3-pyrrolidinyl)methylamino)-3-pyridinyl)-3-propylxanthine COCCCN1C(=O)N(C=2N=C(NC2C1=O)C=1C=NC(=CC1)NCC1CN(C(C1)=O)C)CCC